5-chloro-2-[[2-(3,4-difluorophenyl)-5-fluoro-3-pyridyl]methyl]pyrimidine ClC=1C=NC(=NC1)CC=1C(=NC=C(C1)F)C1=CC(=C(C=C1)F)F